1,2-diphenyl-sn-glycerol C1(=CC=CC=C1)OC[C@@H](OC1=CC=CC=C1)CO